(3aS,5aR,7S,8aS,8bR)-2,2,6,6,7,8,8-heptamethyldecahydro-2H-indeno[4,5-b]furan CC1(C[C@H]2[C@@H](O1)[C@@H]1C([C@H](C([C@@H]1CC2)(C)C)C)(C)C)C